C(C1=CC=CC=C1)OC(=O)NC1CC(CCC1)C(=O)O 3-(((benzyloxy)carbonyl)amino)cyclohexane-1-carboxylic acid